F[C@H]1[C@]2(C=C[C@@](C[C@@H]1N(C1=CC=C(N=N1)C1=C(C=C(C=C1)N1N=NC=C1)O)C)(N2C)C)C 2-(6-(((1R,2R,3S,5R)-2-fluoro-1,5,8-trimethyl-8-azabicyclo[3.2.1]oct-6-en-3-yl)(methyl)amino)pyridazin-3-yl)-5-(1H-1,2,3-triazol-1-yl)phenol